CN1CCC[C@@H]1C(C2=CC=CC=C2)(C3=CC=CC=C3)O (R)-(-)-2-[hydroxy(diphenyl)methyl]-1-methylpyrrolidine